C(C)(C)(C)C=1C=C(CN(C(CN(S(=O)(=O)C2=C(C(=C(C(=C2F)F)F)F)F)CC2=CC=C(C=C2)Cl)=O)C=2C=NC(=NC2)OC)C=C(C1)C1CC1 N-(3-(tert-butyl)-5-cyclopropylbenzyl)-2-(N-(4-chlorobenzyl)-(2,3,4,5,6-pentafluorophenyl)sulfonamido)-N-(2-methoxypyrimidin-5-yl)acetamide